C(C)(C)(C)OC(=O)N1CCC(CC1)C1=NC(=NO1)C1=CC=CC=C1.BrCC1=CC=C(C=C1)C1=CC(=NO1)C(F)(F)F 5-[4-(Bromomethyl)phenyl]-3-(trifluoromethyl)isoxazole tert-butyl-4-(3-phenyl-1,2,4-oxadiazol-5-yl)piperidine-1-carboxylate